C(C)(=O)C=1N2C=C(C=C2C=C(C1C)C(=O)OCC)C=1C=C2CCN(C2=C(C1)C#N)NC(=O)OC(C)(C)C tert-butyl 5-(5-acetyl-7-(ethoxycarbonyl)-6-methylindolizin-2-yl)-7-cyanoindoline-1-carbamate